C(CCCC)S(=O)(=O)C1=CC=C(C(=O)Cl)C=C1 4-(pentylsulfonyl)benzoyl chloride